C(C)(C)(C)[Si](C1=CC=C(C=O)C=C1)(F)C(C)(C)C p-(di-tert-butylfluorosilyl)benzaldehyde